C1NCC12CC(C2)N2CCC(CC2)C=2C=NC(=NC2)N2[C@@H](C1=C(NC=3N=NC(=CC31)C3=C(C=CC=C3)O)CC2)CO (S)-2-(6-(5-(1-(2-azaspiro[3.3]heptan-6-yl)piperidin-4-yl)pyrimidin-2-yl)-5-(hydroxymethyl)-6,7,8,9-tetrahydro-5H-pyrido[3',4':4,5]pyrrolo[2,3-c]pyridazin-3-yl)phenol